O=C1NC(CCC1C1=C(CN2CCN(CC2)C2=CC(=C(C=C2C)NC2=NC=C(C(=C2)NC2=C(C(=O)NC)C=CC=C2)C(F)(F)F)OC(C)C)C=CC=C1)=O 2-((2-((4-(4-(2-(2,6-dioxopiperidin-3-yl)benzyl)piperazin-1-yl)-2-isopropoxy-5-methylphenyl)amino)-5-(trifluoromethyl)pyridin-4-yl)amino)-N-methylbenzamide